CC1(OB(OC1(C)C)C1=CSC=C1)C 4,4,5,5-tetramethyl-2-(thiophen-3-yl)-1,3,2-dioxaborolan